6-bromo-3-fluoro-3-methyl-1H-indol-2-one BrC1=CC=C2C(C(NC2=C1)=O)(C)F